N-((1S)-1-(1-(5-((ethyl(methyl)(oxo)-λ6-sulfaneylidene)amino)pyridin-2-yl)-1H-1,2,4-triazol-5-yl)ethyl)-3-fluoro-5-(trifluoromethyl)benzamide C(C)S(=O)(C)=NC=1C=CC(=NC1)N1N=CN=C1[C@H](C)NC(C1=CC(=CC(=C1)C(F)(F)F)F)=O